FC1=C(C=CC(=C1)F)CC1CC2(CN(C2)C(=O)OC[C@@H]2NC(OC2)=O)C1 [(4R)-2-Oxooxazolidin-4-yl]methyl 6-[(2,4-difluorophenyl)methyl]-2-azaspiro[3.3]heptane-2-carboxylate